1-dodecanoylazepan-2-one C(CCCCCCCCCCC)(=O)N1C(CCCCC1)=O